2-((2R,4S)-2-(2-cyclopropyl-2H-1,2,3-triazol-4-yl)tetrahydro-2H-pyran-4-yl)-4-(2,4-difluorophenyl)-6,7-dimethylpteridine C1(CC1)N1N=CC(=N1)[C@@H]1OCC[C@@H](C1)C1=NC2=NC(=C(N=C2C(=N1)C1=C(C=C(C=C1)F)F)C)C